7-bromo-2-iodo-3-(2,2,2-trifluoroethyl)-1-benzofuran BrC1=CC=CC=2C(=C(OC21)I)CC(F)(F)F